C(C(C(C(C(C([2H])([2H])[2H])([2H])[2H])([2H])[2H])([2H])[2H])([2H])[2H])(=O)N1CC2(CC2)C[C@H]1C(=O)N[C@@H](C[C@H]1C(NCC1)=O)C(COC(F)(F)F)=O (S)-5-(hexanoyl-d11)-N-((S)-3-oxo-1-((S)-2-oxopyrrolidin-3-yl)-4-(trifluoromethoxy)butan-2-yl)-5-azaspiro[2.4]heptane-6-carboxamide